3-(5-(1-Ethyl-5-phenyl-1H-imidazol-4-yl)-1-oxoisoindolin-2-yl)piperidine-2,6-dione C(C)N1C=NC(=C1C1=CC=CC=C1)C=1C=C2CN(C(C2=CC1)=O)C1C(NC(CC1)=O)=O